C(C)(C)(C)C1=CC(=C(C=C1O)CC=1OC2=C(N1)C=C(C=C2)C(=O)NCC2(CC2)C(F)(F)F)F 2-[(4-tert-butyl-2-fluoro-5-hydroxy-phenyl)methyl]-N-[[1-(trifluoromethyl)cyclopropyl]methyl]-1,3-benzoxazole-5-carboxamide